C(CCCCCCCCCCCCCCC)CCCCCCCCCCCCCCCCCCO Cetyl-stearylalcohol